Cl.FC(C1=NC=CC(=C1)N1CC2(C1)CNCC2)(F)F 2-(2-(trifluoromethyl)pyridin-4-yl)-2,6-diazaspiro[3.4]octane hydrochloride